2-amino-9-((2R,3R,4R,5S)-3-chloro-5-fluoro-4-hydroxy-5-(hydroxymethyl)-3-methyltetrahydrofuran-2-yl)-1,9-dihydro-6H-purin-6-one NC=1NC(C=2N=CN(C2N1)[C@@H]1O[C@@]([C@H]([C@@]1(C)Cl)O)(CO)F)=O